6-fluoro-5-methylpyridin-3-amine FC1=C(C=C(C=N1)N)C